OCCC1=NC=CN1C (2-hydroxyethyl)-3-methylimidazole